3-(3-bromo-benzylamino)-propionic acid ethyl ester C(C)OC(CCNCC1=CC(=CC=C1)Br)=O